benzo[h][1,6]naphthyridine-8-carboxylate N1=CC=CC2=CN=C3C(=C12)C=CC(=C3)C(=O)[O-]